rac-(1r,2r)-2-(difluoromethyl)-1-methylcyclopropane-1-carboxylic acid ethyl ester C(C)OC(=O)[C@]1([C@@H](C1)C(F)F)C |r|